2-(2,4-dioxotetrahydropyrimidin-1(2H)-yl)-5-((4-(4-methylthiophen-3-yl)-3,6-dihydropyridin-1(2H)-yl)methyl)isoindoline-1,3-dione O=C1N(CCC(N1)=O)N1C(C2=CC=C(C=C2C1=O)CN1CCC(=CC1)C1=CSC=C1C)=O